C(#N)C1=C(SC=2CN(CCC21)C2=NC=C(C=N2)C=2C=C1C=C(NC1=CC2)C(=O)NCCN(C)C)NC=2C=NN(C2)C 5-(2-(3-cyano-2-(1-methyl-1H-pyrazol-4-ylamino)-4,7-dihydrothieno[2,3-c]pyridin-6(5H)-yl)pyrimidin-5-yl)-N-(2-(dimethylamino)ethyl)-1H-indole-2-amide